2-(chloromethyl)-1-methyl-5-(trifluoromethyl)benzimidazole ClCC1=NC2=C(N1C)C=CC(=C2)C(F)(F)F